CC(C(CCC(=O)NC(P(OCC)(OCC)=O)P(OCC)(OCC)=O)=O)(C)C tetraethyl ((5,5-dimethyl-4-oxohexanamido)methylene)bis(phosphonate)